C(CCNC([C@H](O)C(C)(C)CO)=O)(=O)C(C)(O)N PANTOTHENYL-AMINOETHANOL